FC1=C(C=C2C=CC=NC2=C1)CN[C@@H]1[C@@H](C[C@H](CC1)NCC=1C=2N(C=CC1)C=CN2)O (1R,2S,5S)-2-(((7-fluoroquinolin-6-yl)methyl)amino)-5-((imidazo[1,2-a]pyridin-8-ylmethyl)amino)-cyclohexan-1-ol